BrC=1C=CC=2N(C3=CC=C(C=C3C2C1)Br)CC(CN1CCNCC1)O 1-(3,6-dibromocarbazol-9-yl)-3-piperazin-1-ylpropan-2-ol